benzyl 2-(3-methyl-7-morpholino-2-(pyridin-2-yl)-3H-imidazo[4,5-b]pyridin-5-yl)hydrazinecarboxylate CN1C(=NC=2C1=NC(=CC2N2CCOCC2)NNC(=O)OCC2=CC=CC=C2)C2=NC=CC=C2